SC(CC(=O)O)(C)C.SC(CC(=O)O)(C)C.SC(CC(=O)O)(C)C.C(O)C(C)(CO)CO trimethylolethane tris(3-mercapto-3-methylbutyrate)